BrC1=C(C=CC=C1)C([2H])[2H] (2-bromophenyl)methane-d2